(o-nitrophenyl) carbamate C(N)(OC1=C(C=CC=C1)[N+](=O)[O-])=O